1-Azido-2,3,4,6-tetraacetyl-β-D-glucopyranose N(=[N+]=[N-])[C@]1(O)[C@](O)([C@@](O)([C@](O)([C@H](O1)C(O)C(C)=O)C(C)=O)C(C)=O)C(C)=O